COC=1C(=NC=CC1)C#N 3-Methoxycyanopyridine